5-((4-((morpholin-2-ylmethyl)amino)-5-(trifluoromethyl)pyridin-2-yl)amino)pyrazine-2-carbonitrile N1CC(OCC1)CNC1=CC(=NC=C1C(F)(F)F)NC=1N=CC(=NC1)C#N